Tert-Butyl 4-(3-(4-Hydroxy-1-Isobutyl-2-Oxo-1,2-Dihydroquinoline-3-Carboxamido)Phenyl)Piperazine-1-Carboxylate OC1=C(C(N(C2=CC=CC=C12)CC(C)C)=O)C(=O)NC=1C=C(C=CC1)N1CCN(CC1)C(=O)OC(C)(C)C